COC=1C(=NC=CC1)C=1CCN(CC1)C(=O)OC(C)(C)C tert-butyl 3-methoxy-3',6'-dihydro-[2,4'-bipyridine]-1'(2'H)-carboxylate